3-((4-(2-(((6-(2,4-dioxotetrahydropyrimidin-1(2H)-yl)pyridazin-3-yl)methyl)(methyl)amino)-4-methylthiazol-5-yl)-5-fluoropyrimidin-2-yl)amino)benzenesulfonamide O=C1N(CCC(N1)=O)C1=CC=C(N=N1)CN(C=1SC(=C(N1)C)C1=NC(=NC=C1F)NC=1C=C(C=CC1)S(=O)(=O)N)C